3-{4-[(3S)-3-fluoropyrrolidin-1-yl]phenyl}-6-{4-[4-(propan-2-yl)piperazin-1-yl]phenyl}-1,2-dihydroquinolin-2-one F[C@@H]1CN(CC1)C1=CC=C(C=C1)C=1C(NC2=CC=C(C=C2C1)C1=CC=C(C=C1)N1CCN(CC1)C(C)C)=O